racemic-8-ethynyl-5,6,7,8-tetrahydroquinolin-8-ol C(#C)[C@@]1(CCCC=2C=CC=NC12)O |r|